N-(3-(4-((2-aminoethyl)sulfonyl)piperazin-1-yl)phenyl)-7-methyl-1H-indole NCCS(=O)(=O)N1CCN(CC1)C=1C=C(C=CC1)N1C=CC2=CC=CC(=C12)C